C(C)(C)(C)OC(=O)N1CC2=CC=CC=C2C(C1)N(CC(=O)O)C(C(C)(C)C)=O 2-[(2-Tert-Butoxycarbonyl-3,4-dihydro-1H-isoquinolin-4-yl)-(2,2-dimethylpropionyl)amino]acetic acid